NCCC(C)(O)C1=CC(=C(C=C1)Cl)F 4-amino-2-(4-chloro-3-fluorophenyl)butan-2-ol